CCCCCCCCCCCCCCCCC(C(=O)O)Cl chlorostearic acid